[Cl-].[Cl-].C(CCC)[Ti+2]C1C=CC=C1 butylcyclopentadienyl-titanium dichloride